12Z,16Z,19Z-docosapentaenoic acid C(C=CC=CC=CC=CC=CCCCCCCCCCCC)(=O)O